N[C@H]1C2(CN3N=CC=C31)CCN(CC2)C2=C(C(N(C(=N2)C)C2=C(C(=CC=C2)Cl)Cl)=O)C (S)-6-(4'-amino-4'H,6'H-spiro[piperidine-4,5'-pyrrolo[1,2-b]pyrazol]-1-yl)-3-(2,3-dichlorophenyl)-2,5-dimethylpyrimidin-4(3H)-one